(2S)-4-(cyclopropyl(4-(5,6,7,8-tetrahydro-1,8-naphthyridin-2-yl)butyl)amino)-2-(2-(4-fluorophenyl)-2-hydroxyacetamido)butanoic acid C1(CC1)N(CC[C@@H](C(=O)O)NC(C(O)C1=CC=C(C=C1)F)=O)CCCCC1=NC=2NCCCC2C=C1